methyl (S)-2-((4-(2-((5-chloropyridin-2-yl) methoxy) thiazol-4-yl)-3,6-dihydropyridin-1(2H)-yl) methyl)-1-(oxetan-2-ylmethyl)-1H-benzo[d]imidazole-6-carboxylate ClC=1C=CC(=NC1)COC=1SC=C(N1)C=1CCN(CC1)CC1=NC2=C(N1C[C@H]1OCC1)C=C(C=C2)C(=O)OC